4-amino-N-(5-chloro-isoxazol-3-yl)benzenesulfonamide NC1=CC=C(C=C1)S(=O)(=O)NC1=NOC(=C1)Cl